N-(6-amino-5-methyl-3-pyridyl)-2-[(2R,5S)-2-(4-hydroxyphenyl)-5-methyl-1-piperidyl]-2-oxo-acetamide NC1=C(C=C(C=N1)NC(C(=O)N1[C@H](CC[C@@H](C1)C)C1=CC=C(C=C1)O)=O)C